CC=1C=CC(CC1C)(C)C 3,4,6,6-tetramethyl-1,3-cyclohexadiene